(3-(1-amino-1,3-dihydrospiro[indene-2,4'-piperidin]-1'-yl)-6-(3,3,3-trifluoroprop-1-en-1-yl)pyrazin-2-yl)methanol NC1C2=CC=CC=C2CC12CCN(CC2)C=2C(=NC(=CN2)C=CC(F)(F)F)CO